bisphenylphenyl-sulfonium C1(=CC=CC=C1)[S+](C1=CC=CC=C1)C1=CC=CC=C1